(2,2'-bis(trifluoromethyl)-[1,1'-biphenyl]-4,4'-diyl)bis(1,3-dioxoisoindoline-5-carboxylic acid) FC(C1=C(C=CC(=C1)N1C(C2=CC=C(C=C2C1=O)C(=O)O)=O)C1=C(C=C(C=C1)N1C(C2=CC=C(C=C2C1=O)C(=O)O)=O)C(F)(F)F)(F)F